(S)-N-(3-(2-(((R)-2,3-dihydroxypropyl)amino)-6-morpholinopyridin-4-yl)-4-methylphenyl)-3-(2,2,2-trifluoroethyl)pyrrolidine-1-carboxamide O[C@H](CNC1=NC(=CC(=C1)C=1C=C(C=CC1C)NC(=O)N1C[C@@H](CC1)CC(F)(F)F)N1CCOCC1)CO